ClC1=CC=C(C=N1)C(C[N+](=O)[O-])O 1-(6-chloropyridin-3-yl)-2-nitroethanol